(1s,4s)-1-methyl-4-((5-(2-methyl-1-(tetrahydro-2H-pyran-4-yl)-1H-imidazo[4,5-b]pyridin-6-yl)pyrrolo[2,1-f][1,2,4]triazin-2-yl)amino)cyclohexane-1-ol CC1(CCC(CC1)NC1=NN2C(C=N1)=C(C=C2)C=2C=C1C(=NC2)N=C(N1C1CCOCC1)C)O